C1(CC1)C1CC1 1,1'-bicyclopropyl